F[C@H]1[C@@H](C1)C1=C(N2C(S1)=CN=C2)C(=O)OCC |r| rac-ethyl 2-((1R,2R)-2-fluorocyclopropyl)imidazo[5,1-b]thiazole-3-carboxylate